ClC=1C=C(C(=O)NC2=C3C(N(C=NC3=CC=C2)C2=CC=CC=C2)=O)C=CC1O 3-chloro-4-hydroxy-N-(4-oxo-3-phenyl-3,4-dihydro-quinazolin-5-yl)benzamide